2-cyano-2-[((3-bromophenyl)methoxy)imino]acetamide C(#N)C(C(=O)N)=NOCC1=CC(=CC=C1)Br